2-chloro-4,6-dimethoxypyridine ClC1=NC(=CC(=C1)OC)OC